2-methyl-3-oxo-1,4,5,7-tetrahydropyrazolo[3,4-C]pyridine-6-carboxylic acid tert-butyl ester C(C)(C)(C)OC(=O)N1CC2=C(CC1)C(N(N2)C)=O